NC(C)C1=NNC(=C1)C(=O)OCC ethyl 3-(1-aminoethyl)-1H-pyrazole-5-carboxylate